1-(2,4-dimethoxybenzyl)-4-(7-methoxyimidazo[1,2-a]pyridin-6-yl)-1,4-azaphosphinane 4-oxide COC1=C(CN2CCP(CC2)(C=2C(=CC=3N(C2)C=CN3)OC)=O)C=CC(=C1)OC